(R)-3-(1-((7-methoxy-2-methyl-6-(4-(4-methyl-3-oxopiperazine-1-carbonyl)piperidin-1-yl)quinazolin-4-yl)amino)ethyl)-2-methyl-benzonitrile COC1=C(C=C2C(=NC(=NC2=C1)C)N[C@H](C)C=1C(=C(C#N)C=CC1)C)N1CCC(CC1)C(=O)N1CC(N(CC1)C)=O